CC(C(SCCCCCCC(=O)NC1=CC=C(C=C1)C1=CC=CC=C1)=O)C S-(7-([1,1'-biphenyl]-4-ylamino)-7-oxoheptyl) 2-methyl-propanethioate